CN1N=CC(=C1)C=1N=C(C=2N(C1)N=CC2)C2C1CN(C(C2)CC1)C(C=C)=O 1-[5-[6-(1-Methylpyrazol-4-yl)pyrazolo[1,5-a]pyrazin-4-yl]-2-azabicyclo[2.2.2]oct-2-yl]prop-2-en-1-one